4-(((difluoromethyl)thio)carbonyl)phenyl acetate C(C)(=O)OC1=CC=C(C=C1)C(=O)SC(F)F